ClC=1C(=C(C(=CC1)N1N=CN=N1)C=CC(=O)NC(C(=O)NC1=CC(=C(C(=O)OC(C)(C)C)C=C1)F)C1=CC=CC=C1)F tert-butyl 4-(2-(3-(3-chloro-2-fluoro-6-(2H-tetrazol-2-yl) phenyl) acrylamido)-2-phenylacetamido)-2-fluorobenzoate